CN1N=C(N=C1)N1CCNCC1 1-(1-methyl-1,2,4-triazol-3-yl)piperazine